ClC=1C=C(CNCC(=O)OCC)C=C(C1CC1=CC(=C(C=C1)OCOC)C(C)C)Cl ethyl (3,5-dichloro-4-(3-isopropyl-4-(methoxymethoxy)benzyl)benzyl)glycinate